S1C(=NC=C1)C=O (thiazol-2-yl)methanone